C(C(=O)O)(=O)O.C1N(CCC2=CC=CC=C12)C(C(=O)N1C2=C(CCC3=C1C=CC=C3)C=CC(=C2)Cl)C [3,4-Dihydroisoquinolin-2(1H)-yl]-1-[3-chloro-10,11-dihydro-5H-dibenzo[b,f]azepin-5-yl]propan-1-one oxalate